C(CCCCCCC\C=C\C)=O (E)-undec-9-enal